OC(CN(CCCCSSCCN1CCN(CC1)CCOC(CCCCN(CC(CCCCCCC(=O)OCCC(C)C)O)CC(CCCCCCC(=O)OCCC(C)C)O)=O)CC(CCCCC(OCCC(C)C)=O)O)CCCCC(=O)OCCC(C)C Diisopentyl 9,9'-((5-(2-(4-(2-((4-(bis(2-hydroxy-7-(isopentyloxy)-7-oxoheptyl)amino)butyl)-disulfaneyl)ethyl)piperazin-1-yl)ethoxy)-5-oxopentyl)azanediyl)bis(8-hydroxynonanoate)